C1(CC1)C1=CC=C(C=C1)C=1C=C(C(=NC1)C=1SC2=NC=C(C=C2N1)C(F)(F)F)S(=O)(=O)CC 5-(4-cyclopropylphenyl)-3-(ethylsulfonyl)-2-[6-(trifluoromethyl)-[1,3]thiazolo[5,4-b]pyridin-2-yl]pyridine